rel-3-chloro-4-[(3,5-difluoropyridin-2-yl)methoxy]-1-[3'-fluoro-2'-(2-hydroxypropan-2-yl)-5-methyl-[2,4'-bipyridin]-4-yl]-6-methylpyridin-2-one ClC=1C(N(C(=CC1OCC1=NC=C(C=C1F)F)C)C1=CC(=NC=C1C)C1=C(C(=NC=C1)C(C)(C)O)F)=O